(S)-6-(4-(3-(3-Morpholino-2-((6-oxo-5-(trifluoromethyl)-1,6-dihydropyridazin-4-yl)oxy)propoxy)propanoyl)piperazin-1-yl)nicotinonitrile O1CCN(CC1)C[C@@H](COCCC(=O)N1CCN(CC1)C1=NC=C(C#N)C=C1)OC=1C=NNC(C1C(F)(F)F)=O